4-((4-(((3-(N-methylmethylsulfonamido)pyrazin-2-yl)methyl)-amino)-5-(trifluoro-methyl)pyrimidin-2-yl)amino)benzoic acid CN(S(=O)(=O)C)C=1C(=NC=CN1)CNC1=NC(=NC=C1C(F)(F)F)NC1=CC=C(C(=O)O)C=C1